Methyl 2-[4-[5-amino-4-cyano-1-(1,2,2,2-tetradeuterio-1-methyl-ethyl)pyrazol-3-yl]phenyl]propanoate NC1=C(C(=NN1C(C([2H])([2H])[2H])(C)[2H])C1=CC=C(C=C1)C(C(=O)OC)C)C#N